titanium (IV) tetra-lactate C(C(O)C)(=O)[O-].C(C(O)C)(=O)[O-].C(C(O)C)(=O)[O-].C(C(O)C)(=O)[O-].[Ti+4]